C1CCC2=C(C=3CCCC3C=C12)NC(=O)NS(=O)(=O)C1=CC\2=C(S1)CCC/C2=N/O (Z)-N-((1,2,3,5,6,7-hexahydro-s-indacen-4-yl)carbamoyl)-4-(hydroxyimino)-4,5,6,7-tetrahydrobenzo[b]thiophene-2-sulfonamide